N1N=C(C=C1)CC(=O)O 1H-pyrazole-3-acetic acid